C(C)C1OCCC(C1)CN ethyl-4-(aminomethyl)tetrahydro-2H-pyran